(S)-4-chloro-6-(2,2-difluorocyclohexyl)-2-(methylthio)-6,7-dihydro-5H-pyrrolo[3,4-d]pyrimidin-5-one ClC=1C2=C(N=C(N1)SC)CN(C2=O)[C@@H]2C(CCCC2)(F)F